1-(3,5-difluorophenyl)-3-(3-fluoro-5-(3-morpholinoquinoxaline-6-carbonyl)phenyl)urea FC=1C=C(C=C(C1)F)NC(=O)NC1=CC(=CC(=C1)C(=O)C=1C=C2N=C(C=NC2=CC1)N1CCOCC1)F